tert-butyl (6R,9R)-4-((S)-4-((benzyloxy) carbonyl)-3-(cyanomethyl) piperazin-1-yl)-2-(methylsulfanyl)-5,6,7,9-tetrahydro-8H-6,9-methanopyrimido[4,5-c]azepin-8-carboxylate C(C1=CC=CC=C1)OC(=O)N1[C@H](CN(CC1)C1=NC(=NC=2[C@@H]3N(C[C@H](CC21)C3)C(=O)OC(C)(C)C)SC)CC#N